C(CCC)P(=CC#N)(CCCC)CCCC 2-(tributylphosphanylidene)acetonitrile